C(CN1C(=NC2=C1C=CC(=C2)C(N)=O)C=2C1=C(SC2C(=O)O)C=CC=C1OCC)N1C(=NC2=C1C=CC(=C2)C(N)=O)C=2C1=C(SC2C(=O)O)C=CC=C1OCC 3,3'-(ethane-1,2-diylbis(5-carbamoyl-1H-benzo[d]imidazole-1,2-diyl))bis(4-ethoxybenzo[b]thiophene-2-carboxylic acid)